C1(=CC=CC=C1)C(C)(C1=CC=C(C=C1)O)C1=CC=C(C=C1)O 4,4'-(1-phenylethylidene)bisphenol